ClC1=CC=C(C(=C1C)[N+](=O)[O-])[N+](=O)[O-] 6-chloro-2,3-dinitrotoluene